S(=O)(=O)([O-])[O-].[Cl-].C(C(=C)C)(=O)OCC[N+](C)(C)C.C(C(=C)C)(=O)OCC[N+](C)(C)C.C(C(=C)C)(=O)OCC[N+](C)(C)C (2-methacryloyloxyethyl)trimethyl-ammonium chloride sulfate